FC(CO)(C1=CC(=NC=C1)OC)F 2,2-difluoro-2-(2-methoxypyridin-4-yl)ethan-1-ol